C1(=C(C=CC=C1)NC(=O)NNC(C1=C(N=C(C=C1)C=1C=NC2=CC=CC=C2C1)C)=O)C N-(o-tolyl)-2-[2-methyl-6-(quinolin-3-yl)nicotinoyl]hydrazine-1-carboxamide